6-hepten-1-yl-cyclopentane C(CCCCC=C)C1CCCC1